C(C)OCCOC(C(F)F)(F)F 1-(2-ethoxyethoxy)-1,1,2,2-tetrafluoroethane